Cl.Cl.FC1=C(C=CC(=C1)[C@H]1NCCC1)C=1N=C2N(C3=C(N2C)C=C(C=C3)C(=O)NCCCN3CCC(CC3)F)C1 (S)-2-(2-fluoro-4-(pyrrolidin-2-yl)phenyl)-N-(3-(4-fluoropiperidin-1-yl)propyl)-9-methyl-9H-benzo[d]imidazo[1,2-a]imidazole-7-carboxamide dihydrochloride